2-trimethylsilyloxy-indazol C[Si](ON1N=C2C=CC=CC2=C1)(C)C